((R)-(2-chloro-3-fluorophenyl)(cyclopropyl)methoxy)-N-((R,E)-4-(methylsulfonyl)but-3-en-2-yl)pyrimidine-2-carboxamide ClC1=C(C=CC=C1F)[C@H](OC1=NC(=NC=C1)C(=O)N[C@H](C)\C=C\S(=O)(=O)C)C1CC1